C(C)(C)(C)OC(N(C(=O)OC(C)(C)C)C1=C(C(=CC=C1F)N(C(C1=C(C=CC(=C1)[N+](=O)[O-])Cl)=O)CC=C)F)=O N-[3-[allyl-(2-chloro-5-nitro-benzoyl)amino]-2,6-difluoro-phenyl]-N-tert-butoxycarbonyl-carbamic acid tert-butyl ester